4-(7-chlorobenzo[d]oxazol-2-yl)-6,7-dihydro-1H-imidazo[4,5-c]pyridin ClC1=CC=CC=2N=C(OC21)C2=NCCC1=C2N=CN1